ethyl (1-benzyl-1H-1,2,3-triazol-4-yl)[(methanesulfonyl)oxy]acetate C(C1=CC=CC=C1)N1N=NC(=C1)C(C(=O)OCC)OS(=O)(=O)C